4-bromopicolinic acid BrC1=CC(=NC=C1)C(=O)O